(4'-(3-cyano-6-(1-methyl-1H-pyrazol-4-yl)pyrazolo[1,5-a]pyridin-4-yl)-[1,1'-biphenyl]-4-yl)acrylamide tert-butyl-4-(4-amino-2-fluoro-phenyl)-3,3-difluoro-piperidine-1-carboxylate C(C)(C)(C)OC(=O)N1CC(C(CC1)C1=C(C=C(C=C1)N)F)(F)F.C(#N)C=1C=NN2C1C(=CC(=C2)C=2C=NN(C2)C)C2=CC=C(C=C2)C2=CC=C(C=C2)C(C(=O)N)=C